O1C(C1)COC(=O)C=1C(=CC(=CC1)C(=O)OCC1OC1)C(=O)OCC1OC1 1,2,4-Benzenetricarboxylic acid tris(oxiranylmethyl) ester